NC1C2=C(N(S(C3=C1C=CC(=C3)Cl)(=O)=O)C)C=CC=C2 11-amino-3-chloro-6-methyl-6,11-dihydrodibenzo[c,f][1,2]thiazepine 5,5-dioxide